COC(=O)[C@]1(N[C@H]([C@]([C@@H]1C1=CC=CC=C1)([N+](=O)[O-])C)C1=CC=C(C=C1)Cl)C (2S,3R,4S,5S)-5-(4-chlorophenyl)-2,4-dimethyl-4-nitro-3-phenylpyrrolidine-2-carboxylic acid methyl ester